ClC1=C(C=CC2=C1C(=NCC=1N2C(=NN1)C=1N=NC=CC1)C1=NC=CC=C1F)C(F)(F)F 7-chloro-6-(3-fluoro-2-pyridinyl)-1-pyridazin-3-yl-8-(trifluoromethyl)-4H-[1,2,4]Triazolo[4,3-a][1,4]Benzodiazepine